[I-].C[N+]1(CCOCC1)C 4,4-dimethylmorpholin-4-ium iodide